(4-((4-methylpiperazin-1-yl)methyl)-3-(trifluoromethyl)phenyl)-5-((6-((tetrahydro-2H-pyran-4-yl)oxy)imidazo[1,2-b]pyridazin-3-yl)ethynyl)nicotinamide CN1CCN(CC1)CC1=C(C=C(C=C1)C1=C(C(=O)N)C=C(C=N1)C#CC1=CN=C2N1N=C(C=C2)OC2CCOCC2)C(F)(F)F